O=C1NC(CCC1N1C(C2=CC=C(C=C2C1)N1CCN(CC1)CCCCOC1=CC=C(C=C1)N1CCN(CC1)C=1C=CC(=C2C(=CNC12)C#N)C)=O)=O 7-{4-[4-(4-{4-[2-(2,6-Dioxopiperidin-3-yl)-1-oxo-2,3-dihydro-1H-isoindol-5-yl]piperazin-1-yl}butoxy)phenyl]piperazin-1-yl}-4-methyl-1H-indole-3-carbonitrile